(1R,5S)-3-(5-methyl-7H-pyrrolo[2,3-d]pyrimidin-4-yl)-3,8-diazabicyclo[3.2.1]octane-8-carboxylic acid tert-butyl ester C(C)(C)(C)OC(=O)N1[C@H]2CN(C[C@@H]1CC2)C=2C1=C(N=CN2)NC=C1C